NC=1C=C(OC=2C=CC(=C(C2)NC(CCN2C=NC=C2)=O)C)C=C(C1)C=1C(=NOC1C)C N-(5-(3-amino-5-(3,5-dimethylisoxazol-4-yl)phenoxy)-2-methylphenyl)-3-(1H-imidazol-1-yl)propanamide